C1(CC1)[C@H]1OCCN2C1=CC(=N2)S(=O)(=O)NC(NC2=C1CCCC1=CC=C2C2=CC=1N(C=C2)C=NC1)=O (R)-4-cyclopropyl-N-((5-(imidazo[1,5-a]pyridin-7-yl)-2,3-dihydro-1H-inden-4-yl)carbamoyl)-6,7-dihydro-4H-pyrazolo[5,1-c][1,4]oxazine-2-sulfonamide